(1R,3S)-3-[1-(2-methylprop-2-yl)-5-[(3-oxo-2,3-dihydro-1H-isoindol-5-yl)amino]pyrazol-3-yl]cyclopentyl (prop-2-ylamino)methanoate CC(C)NC(=O)O[C@H]1C[C@H](CC1)C1=NN(C(=C1)NC=1C=C2C(NCC2=CC1)=O)C(C)(C)C